4-nitrophenyl ((1r,3r)-3-(2-(trifluoromethyl)-3H-imidazo[4,5-b]pyridin-3-yl)cyclobutyl) carbonate C(OC1=CC=C(C=C1)[N+](=O)[O-])(OC1CC(C1)N1C(=NC=2C1=NC=CC2)C(F)(F)F)=O